FC1=CC=C2C(C(=CNC2=C1)S(=O)(=O)N1CCC2(C[C@H](CO2)NC[C@@H](COC=2C=C(C=CC2)S(=O)(=O)N)O)CC1)=O 3-((S)-3-((R)-8-(7-fluoro-4-oxo-1,4-dihydroquinolin-3-ylsulfonyl)-1-oxa-8-azaspiro[4.5]decan-3-ylamino)-2-hydroxypropoxy)benzenesulfonamide